C(C)(C)(C)OC(=O)N1CC(N(CC1)C1=NC=C(C=C1)C(C)(C)O)=O 4-(5-(2-hydroxypropan-2-yl)pyridin-2-yl)-3-oxopiperazine-1-carboxylic acid tert-butyl ester